ClC=1C=C2C(=NC(=NC2=C(C1C1=C2C(=NNC2=CC=C1C)C)F)OC[C@H]1N(CCC1)C)N1CCC2(CN(C2)C(C=C)=O)CC1 1-(7-(6-chloro-7-(3,5-dimethyl-1H-indazol-4-yl)-8-fluoro-2-(((S)-1-methylpyrrolidin-2-yl)methoxy)quinazolin-4-yl)-2,7-diazaspiro[3.5]nonan-2-yl)prop-2-en-1-one